(7,7-dimethyl-2-oxo-bicyclo[2.2.1]heptane-1-yl)methanesulfonic acid CC1(C2(C(CC1CC2)=O)CS(=O)(=O)O)C